CC1=CC=C(C=C1)S(=O)(=O)OCCN1CCN(CC1)CCCC1=CC=CC=C1 2-(4-(3-phenylpropyl)piperazin-1-yl)ethyl 4-methylbenzenesulfonate